BrC1=CC=CC(=N1)N1N=NC(=C1)C1(C(N(CC1(F)F)C)=O)O 3-(1-(6-bromopyridin-2-yl)-1H-1,2,3-triazol-4-yl)-4,4-difluoro-3-hydroxy-1-methylpyrrolidin-2-one